1-cyanoimino-N-[4-(3-cyanophenyl)-5-(2,6-dimethyl-4-pyridinyl)thiazol-2-yl]-1-oxo-1,4-thiazine-4-carboxamide C(#N)N=S1(C=CN(C=C1)C(=O)NC=1SC(=C(N1)C1=CC(=CC=C1)C#N)C1=CC(=NC(=C1)C)C)=O